1-methyl-5-(4-(pyrrolidin-1-yl)benzylidene)-2-selenoxo-3-(4-tolyl)imidazolidin-4-one CN1C(N(C(C1=CC1=CC=C(C=C1)N1CCCC1)=O)C1=CC=C(C=C1)C)=[Se]